2-(6-benzylsulfanyl-8-chloroimidazo[1,5-a]pyridin-3-yl)-5-(difluoromethyl)-1,3,4-thiadiazole C(C1=CC=CC=C1)SC=1C=C(C=2N(C1)C(=NC2)C=2SC(=NN2)C(F)F)Cl